2-(2,6-dimethylphenylamino)-N-(7-(hydroxyamino)-7-oxoheptyl)pyrimidine CC1=C(C(=CC=C1)C)NC1N(C=CC=N1)CCCCCCC(=O)NO